ClC1=C2C(=NC=C1)N(C=C2)COC 4-chloro-1-(methoxymethyl)-1H-pyrrolo[2,3-b]pyridine